[Fe-4](C#N)(C#N)(C#N)(C#N)(C#N)C#N.[Na+].[K+].[Fe+2] iron-potassium-sodium ferrocyanide